N1C(=CC=2C=NC=CC21)CNC(CN2C(=NC=C(C2=O)N[C@H](C)C2=CC=C(C=C2)C2=C(C=CC=C2)F)C2=C(C=CC=C2)F)=O (R)-N-((1H-pyrrolo[3,2-c]pyridin-2-yl)methyl)-2-(5-((1-(2'-fluoro-[1,1'-biphenyl]-4-yl)ethyl)amino)-2-(2-fluorophenyl)-6-oxopyrimidin-1(6H)-yl)acetamide